OC=1C=C(C2=CC=CC=C2C1)N1CC=2N=C(N=C(C2CC1)N1C[C@H](N(C[C@@H]1C)C(=O)OC(C)(C)C)C)OC[C@H]1N(CCC1)C tert-butyl (2R,5S)-4-[7-(3-hydroxy-1-naphthyl)-2-[[(2S)-1-methylpyrrolidin-2-yl]methoxy]-6,8-dihydro-5H-pyrido[3,4-d]pyrimidin-4-yl]-2,5-dimethylpiperazine-1-carboxylate